2,4-Di-tert-butyl-6-(4-(3-(tert-butyl)-5-(4-(2',4',6'-tris(methyl-d3)-[1,1'-biphenyl]-4-yl)pyridin-2-yl)phenyl)-1-(5-(tert-butyl)-[1,1'-biphenyl]-2-yl)-1H-benzo[d]imidazol-2-yl)phenol C(C)(C)(C)C1=C(C(=CC(=C1)C(C)(C)C)C1=NC2=C(N1C1=C(C=C(C=C1)C(C)(C)C)C1=CC=CC=C1)C=CC=C2C2=CC(=CC(=C2)C2=NC=CC(=C2)C2=CC=C(C=C2)C2=C(C=C(C=C2C([2H])([2H])[2H])C([2H])([2H])[2H])C([2H])([2H])[2H])C(C)(C)C)O